S1C(=NC2=C1C=CC=C2)NC(=O)C=2C=CC=C1CCN(CC21)C2=CC=C(C(=N2)C(=O)O)C2=C(C=C(C=C2)OCCCC2CCN(CC2)CC=O)C 6-(8-(benzo[d]thiazol-2-ylcarbamoyl)-3,4-dihydroisoquinolin-2(1H)-yl)-3-(2-methyl-4-(3-(1-(2-oxoethyl)piperidin-4-yl)propoxy)phenyl)picolinic acid